Cl.CC1=C(C=CC=C1C(F)(F)F)[C@@H](C)N (1R)-1-[2-methyl-3-(trifluoromethyl)phenyl]ethanamine hydrochloride